2-((S)-1-(1-(3-ethyl-1,2,4-oxadiazol-5-yl)piperidinyl)ethoxy)-5-(6-(methylsulfonyl)pyridin-3-yl)thiazolo[5,4-b]pyridine C(C)C1=NOC(=N1)N1C(CCCC1)[C@H](C)OC=1SC2=NC(=CC=C2N1)C=1C=NC(=CC1)S(=O)(=O)C